(R)-2-(3-(benzyloxy)-2-methyl-4-carbonylpyridin-1-yl)-3-phenylpropyl 2-chloroacetate ClCC(=O)OC[C@@H](CC1=CC=CC=C1)N1C(=C(C(C=C1)=C=O)OCC1=CC=CC=C1)C